FC1=C(C(=C(C(=C1F)F)F)F)S 2,3,4,5,6-pentafluorophenyl thiol